F[S+](F)F.C1(=CC=CC=C1)[SH+]C1=CC=CC=C1 diphenyl-sulfonium perfluorosulfonium salt